C(C)(C)(C)OC(=O)N1CCC(CC1)COC1=C2C(N(C(C2=CC=C1)=O)C1C(N(C(CC1)=O)C(=O)OC(C)(C)C)=O)=O tert-butyl 3-[4-[(1-tert-butoxycarbonyl-4-piperidyl)methoxy]-1,3-dioxo-isoindolin-2-yl]-2,6-dioxo-piperidine-1-carboxylate